5-(4-(4-Methylpiperazin-1-yl)phenyl)-3-(4-(pyridin-3-yl)phenyl)-1H-pyrazolo[3,4-b]pyridine CN1CCN(CC1)C1=CC=C(C=C1)C=1C=C2C(=NC1)NN=C2C2=CC=C(C=C2)C=2C=NC=CC2